ClC=1C=C(C=CC1C(F)(F)F)C=1C(=CC=CC1)C(=O)NC[C@]1(NC(NC1=O)=O)C1CC1 3'-chloro-N-[[(4R)-4-cyclopropyl-2,5-dioxoimidazolidin-4-yl]methyl]-4'-(trifluoromethyl)[1,1-biphenyl]-2-carboxamide